ClC1=C(C=C(N=N1)N[C@H]1CNCCC1)C1CC1 (R)-6-chloro-5-cyclopropyl-N-(piperidin-3-yl)pyridazin-3-amine